4-(2-(4-((5-cyclopropyl-3-(2,6-dichlorophenyl)isoxazol-4-yl)methoxy)piperidin-1-yl)thiazol-4-yl)-3-fluorobenzoic acid C1(CC1)C1=C(C(=NO1)C1=C(C=CC=C1Cl)Cl)COC1CCN(CC1)C=1SC=C(N1)C1=C(C=C(C(=O)O)C=C1)F